CC1CCC(C(C1)=O)C(C)(C)S 5-methyl-2-(2-sulfanylpropan-2-yl)cyclohexan-1-one